6-bromo-N-(3-ethynyl-2-fluoro-phenyl)-7-fluoro-pyrido[3,2-d]pyrimidin-4-amine BrC=1C(=CC=2N=CN=C(C2N1)NC1=C(C(=CC=C1)C#C)F)F